(R)-(4-chloro-2-formyl-5-(1-(pyridin-2-yl)ethoxy)phenyl)carbamic acid tert-butyl ester C(C)(C)(C)OC(NC1=C(C=C(C(=C1)O[C@H](C)C1=NC=CC=C1)Cl)C=O)=O